CC1=C2C(C(=CN(C2=NC(=C1)N1CC(C1)C(NC1=NC=CC=N1)=O)C=1SC=CN1)C(=O)O)=O 5-methyl-4-oxo-7-{3-[(pyrimidin-2-yl)carbamoyl]azetidin-1-yl}-1-(1,3-thiazol-2-yl)-1,4-dihydro-1,8-naphthyridine-3-carboxylic acid